(S)-2-((6-((5-chloropyrimidin-2-yl)methoxy)-3',6'-dihydro-[2,4'-bipyridin]-1'(2'H)-yl)methyl)-1-(oxetan-2-ylmethyl)-1H-benzo[d]imidazole-6-carboxylic acid ClC=1C=NC(=NC1)COC1=CC=CC(=N1)C=1CCN(CC1)CC1=NC2=C(N1C[C@H]1OCC1)C=C(C=C2)C(=O)O